1-(dichloro-methyl)-2-(trifluoromethyl)benzene ClC(C1=C(C=CC=C1)C(F)(F)F)Cl